C(C)C=1SC(=C(N1)C1=CC=CC=C1)OC1=CC(=NC=C1)NC1=CC=C(C=C1)S(=O)(=O)N 4-((4-((2-Ethyl-4-phenylthiazol-5-yl)oxy)pyridin-2-yl)amino)benzenesulfonamide